C(C1=CC=CC=C1)OC1=C(N=CC2=C(C(=CC=C12)Br)Cl)C(=O)OC Methyl 4-(benzyloxy)-7-bromo-8-chloroisoquinoline-3-carboxylate